3,3-dipropoxypropyl 8-bromooctanoate BrCCCCCCCC(=O)OCCC(OCCC)OCCC